C(CCC[N-]C=C)[N-]C=C 1,4-Butylen-bis(N-vinylamid)